C(CC)OC(C(=O)[O-])C(=O)C(CC)(OCCC)OCCC.[Zr+4].C(CC)OC(C(=O)[O-])C(=O)C(OCCC)(OCCC)CC.C(CC)OC(C(=O)[O-])C(=O)C(OCCC)(OCCC)CC.C(CC)OC(C(=O)[O-])C(=O)C(OCCC)(OCCC)CC Zirconium tri-n-propoxymonoethylacetoacetate